N-(5,5-dimethyl-2-oxo-4-phenyl-1,3,2-dioxaphosphorinan-2-yl)oleamide CC1(C(OP(OC1)(=O)NC(CCCCCCC\C=C/CCCCCCCC)=O)C1=CC=CC=C1)C